ethyl 2-(4-chlorophenyl)-3-(3-(1,2,3,5,6,7-hexahydro-s-indacen-4-yl) thioureido)-2-hydroxypropionate ClC1=CC=C(C=C1)C(C(=O)OCC)(CNC(=S)NC1=C2CCCC2=CC=2CCCC12)O